14-(3-((tert-butoxycarbonyl) amino)-1-propen-1-yl)-7-ethyl-8,11-dioxo-7,8,11,13-tetrahydro-10H-[1,3]dioxolo[4,5-g]pyrano[3',4':6,7]indolizino[1,2-b]quinolin-7-yl acetate C(C)(=O)OC1(C(OCC=2C(N3CC=4C(=NC=5C=C6C(=CC5C4C=CCNC(=O)OC(C)(C)C)OCO6)C3=CC21)=O)=O)CC